4,12-di-n-octyl-2,6,10,14-tetramethyl-1,7,9,15-tetraoxa-4,12-diaza-8-stannaspiro[7.7]pentadecane C(CCCCCCC)N1CC(O[Sn]2(OC(C1)C)OC(CN(CC(O2)C)CCCCCCCC)C)C